OC(C)C=1C=C(C=C2C(N(C(=NC12)N1CCN(CC1)C(=O)OC)C)=O)C Methyl 4-(8-(1-hydroxyethyl)-3,6-dimethyl-4-oxo-3,4-dihydroquinazolin-2-yl)piperazine-1-carboxylate